CC1=C(C=CC=C1NC(=O)C1=CC(=C(C=N1)CNCC(=O)OC)OC)C1=C(C(=CC=C1)NC(=O)C1=CC(=C(C=N1)CNCC(=O)OC)OC)C dimethyl 2,2'-((((((2,2'-dimethyl-[1,1'-biphenyl]-3,3'-diyl)bis(azanediyl))bis(carbonyl))bis(4-methoxypyridine-6,3-diyl))bis(methylene))bis(azanediyl))diacetate